3-(5-((4,4-difluoropiperidin-2-yl)methoxy)-1-oxoisoindolin-2-yl)piperidine FC1(CC(NCC1)COC=1C=C2CN(C(C2=CC1)=O)C1CNCCC1)F